FC=1C=CC(=NC1)C1=NN2C(OCCC2)=C1C1=C2C(=NC=C1)NN=C2 2-(5-Fluoropyridin-2-yl)-3-(1H-pyrazolo[3,4-b]pyridin-4-yl)-6,7-dihydro-5H-pyrazolo[5,1-b][1,3]oxazine